1-(3-dimethylaminopropyl)-3-ethylcarbodiimide HCl Cl.CN(CCCN=C=NCC)C